CONC(=O)[C@H]1C[C@H](CO1)NC(=O)C1(CC=NO1)C=C |o1:5,7| N-[rel-(3R,5R)-5-(methoxycarbamoyl)tetrahydrofuran-3-yl]-5-vinyl-4H-isoxazole-5-carboxamide